NC1=NN(C(=C1)[C@@H]1C[C@@H](CC1)OC(=O)NCCCCCCN1N=C(C=C1C(=O)OC)Br)C(C)(C)C methyl 1-(6-(((((1R,3S)-3-(3-amino-1-(tert-butyl)-1H-pyrazol-5-yl) cyclopentyl) oxy) carbonyl) amino) hexyl)-3-bromo-1H-pyrazole-5-carboxylate